1-(benzyloxy)-3-cyclopropoxy-2-nitrobenzene C(C1=CC=CC=C1)OC1=C(C(=CC=C1)OC1CC1)[N+](=O)[O-]